(E or Z)-7-ethoxy-3-(3-ethoxy-4-hydroxy-benzylidene)benzofuran-2(3H)-one C(C)OC1=CC=CC=2C(C(OC21)=O)=CC2=CC(=C(C=C2)O)OCC